C(#C)N(S(=O)(=O)C1=CC=C(C=C1)C)C1=CC=C(C=C1)Br N-ethynyl-N-(4-bromophenyl)-4-methylbenzenesulfonamide